Cl.NC1CCN(CC1)C(C1=CC=C(C=C1)N1C(=NC=2C1=NC(=CC2)C2=CC=CC=C2)C=2C(=NC=CC2)N)([2H])[2H] 3-(3-(4-((4-Aminopiperidin-1-yl)methyl-d2)phenyl)-5-phenyl-3H-imidazo[4,5-b]pyridin-2-yl)pyridin-2-amine hydrochloride